racemic-trans-5-(2,5-difluorophenyl)-4-methyl-4-(5-(phenylethynyl)pyridin-3-yl)oxazolidin-2-one FC1=C(C=C(C=C1)F)[C@H]1[C@@](NC(O1)=O)(C=1C=NC=C(C1)C#CC1=CC=CC=C1)C |r|